[N+](=O)([O-])C1=C(C=CC=C1)NC=1C=C2C=CN(C(C2=CC1)=O)C1=CC=C(C=C1)C(F)(F)F 6-((2-nitrophenyl)amino)-2-(4-(trifluoromethyl)phenyl)isoquinolin-1(2H)-one